ClC=1C=C(C(=NC1)C)N[C@@H](C)C1=CC=C(S1)C(=O)N[C@H](C(=O)NC12CC(C1)(C2)C(=O)N)CC2CCCC2 3-[(2S)-2-({5-[(1S)-1-[(5-chloro-2-methylpyridin-3-yl)amino]ethyl]thiophen-2-yl}formamido)-3-cyclopentylpropanamido]bicyclo[1.1.1]pentane-1-carboxamide